ClCC1=NN(C=N1)CCCCCCCC 3-(chloromethyl)-1-octyl-1H-1,2,4-triazole